3-(2-aminoethyl)-5-methoxyaniline diammonium 5-(7-chloro-8-{[(1R)-1-(5-cyano-2-fluorophenyl)ethyl]amino}-3-fluoro-6-methyl-1,5-naphthyridin-2-yl)pyridin-2-ylphosphonate ClC1=C(N=C2C=C(C(=NC2=C1N[C@H](C)C1=C(C=CC(=C1)C#N)F)C=1C=CC(=NC1)P([O-])([O-])=O)F)C.[NH4+].[NH4+].NCCC=1C=C(N)C=C(C1)OC